NCCCC1=C(C(=NC(=N1)N)N)C1=CC(=CC=C1)C(F)(F)F 6-(3-aminopropyl)-5-(3-(trifluoromethyl)phenyl)pyrimidine-2,4-diamine